5-([1,2,4]triazolo[1,5-a]pyridin-6-yl)-N-(4-(dimethylamino)benzyl)-1-(6-methylpyridin-2-yl)-1H-pyrazole-3-carboxyamide N=1C=NN2C1C=CC(=C2)C2=CC(=NN2C2=NC(=CC=C2)C)CC(=O)NCC2=CC=C(C=C2)N(C)C